2-({4-[(2-imino-2,3-dihydro-1,3-oxazol-3-yl)methyl]-1H-1,3-benzodiazol-2-yl}amino)-2-[3-(trifluoromethyl)phenyl]butan-1-ol N=C1OC=CN1CC1=CC=CC=2NC(=NC21)NC(CO)(CC)C2=CC(=CC=C2)C(F)(F)F